3-[6-[3-(6-methyl-2-pyridyl)-1H-pyrazol-4-yl]-1,5-naphthyridin-4-yl]-1-morpholino-propan-1-one CC1=CC=CC(=N1)C1=NNC=C1C=1N=C2C(=CC=NC2=CC1)CCC(=O)N1CCOCC1